N-(2-(4-((R)-3-(dimethylamino)pyrrolidine-1-yl)piperidine-1-yl)-4-methoxy-5-((6-((R)-3-(6-methylpyridine-3-yl)isoxazolidine-2-yl)pyrimidine-4-yl)amino)phenyl)acrylamide CN([C@H]1CN(CC1)C1CCN(CC1)C1=C(C=C(C(=C1)OC)NC1=NC=NC(=C1)N1OCC[C@@H]1C=1C=NC(=CC1)C)NC(C=C)=O)C